4-chloro-2-(4-(1-methyl-2-vinyl-1H-imidazol-5-yl)phenoxy)benzaldehyde ClC1=CC(=C(C=O)C=C1)OC1=CC=C(C=C1)C1=CN=C(N1C)C=C